ClC=1C=CC(=C(C1)O)C=1C=2N(C(=NN1)NC1CC(C1)(C)O)C=NC2 5-chloro-2-(4-{[(1s,3s)-3-hydroxy-3-methylcyclobutyl]amino}imidazo[1,5-d][1,2,4]triazin-1-yl)phenol